3-(tert-Butyl)-N-(2-fluoro-4-methyl-5-(8-morpholinoimidazo[1,2-a]pyridin-6-yl)phenyl)cyclopentane-1-carboxamide C(C)(C)(C)C1CC(CC1)C(=O)NC1=C(C=C(C(=C1)C=1C=C(C=2N(C1)C=CN2)N2CCOCC2)C)F